CC1=C(C=CC=C1C)N1N=C(C2=NC=C(C=C21)NC)C=2C=NN(C2)C (2,3-dimethylphenyl)-N-methyl-3-(1-methyl-1H-pyrazol-4-yl)-1H-pyrazolo[4,3-b]pyridin-6-amine